2-((4-fluorophenyl)sulfonyl)-2,5-diazabicyclo[2.2.1]heptane FC1=CC=C(C=C1)S(=O)(=O)N1C2CNC(C1)C2